tert-butyl ((3-(2-bromoethyl)-7-morpholino-5-(3-(m-tolyl)-1H-pyrazol-1-yl)-3H-imidazo[4,5-b]pyridin-2-yl)methyl)carbamate BrCCN1C(=NC=2C1=NC(=CC2N2CCOCC2)N2N=C(C=C2)C=2C=C(C=CC2)C)CNC(OC(C)(C)C)=O